1H-indol-3-carbonitril N1C=C(C2=CC=CC=C12)C#N